(S)-N2-[1-(4-fluorophenyl)ethyl]-N4-(furan-2-ylmethyl)-N6-(pyrazin-2-yl)pyrimidine-2,4,6-triamine FC1=CC=C(C=C1)[C@H](C)NC1=NC(=CC(=N1)NCC=1OC=CC1)NC1=NC=CN=C1